C(C1=CC=CC=C1)[C@H](COCC)N1C=NC=2C(=NC=3C=CC=CC3C21)N 1-[(1R)-1-benzyl-2-ethoxy-ethyl]imidazo[4,5-c]quinolin-4-amine